C(C)(=O)OC(C)CC Secondary butyl acetate